ethyl 5-(3-(2-(((S)-1-((2S,4R)-4-hydroxy-2-(((S)-1-(4-(4-methylthiazol-5-yl)phenyl)ethyl)carbamoyl)pyrrolidin-1-yl)-3,3-dimethyl-1-oxobutan-2-yl)amino)-2-oxoethyl)phenyl)pentanoate O[C@@H]1C[C@H](N(C1)C([C@H](C(C)(C)C)NC(CC=1C=C(C=CC1)CCCCC(=O)OCC)=O)=O)C(N[C@@H](C)C1=CC=C(C=C1)C1=C(N=CS1)C)=O